C1(CCC2=CC=CC=C12)NC(\C=C\C1=CC2=C(C=N1)C=NN2)=O (E)-N-(2,3-Dihydro-1H-inden-1-yl)-3-(1H-pyrazolo[4,3-c]pyridin-6-yl)acrylamid